C1(CC1)C1=NC=NC(=C1C=1N=CC=2OCCN(C2N1)CC1=CC=C(C=C1)C=1N(C=C(N1)C(F)(F)F)C)OCC 2-(4-cyclopropyl-6-ethoxypyrimidin-5-yl)-8-(4-(1-methyl-4-(trifluoromethyl)-1H-imidazol-2-yl)benzyl)-7,8-dihydro-6H-pyrimido[5,4-b][1,4]oxazine